7-isopropyl-5-methoxy-1,3-dimethylquinolin-2(1H)-one C(C)(C)C1=CC(=C2C=C(C(N(C2=C1)C)=O)C)OC